OCCCN=CC1=CC=C(C=C1)O 4-((3-hydroxypropyl)imino)methylphenol